N-(3-fluoro-2,6-diisopropyl-phenylcarbamoyl)-3-(2-hydroxy-propan-2-yl)-5-(pyridin-4-yl)benzene-sulfonamide FC=1C(=C(C(=CC1)C(C)C)NC(=O)NS(=O)(=O)C1=CC(=CC(=C1)C1=CC=NC=C1)C(C)(C)O)C(C)C